N1(N=NC=C1)C=1C=C(C=C(C1)C(F)(F)F)NC(C1=CC(=C(C=C1)C)C#CC=1C=NC(=C(C1)F)N)=O N-(3-(1H-1,2,3-triazol-1-yl)-5-(trifluoromethyl)phenyl)-3-((6-amino-5-fluoropyridine-3-yl)ethynyl)-4-methylbenzamide